tert-butyl (cyanomethyl)(3,5-dichloro-2-fluoro-4-((5-isopropyl-1-methyl-6-oxo-1,6-dihydropyridazin-3-yl)oxy)phenyl)carbamate C(#N)CN(C(OC(C)(C)C)=O)C1=C(C(=C(C(=C1)Cl)OC1=NN(C(C(=C1)C(C)C)=O)C)Cl)F